N-(3-chloro-5-methanesulfonamidophenyl)-4-(2,6-difluorophenyl)thiophene-2-carboxamide ClC=1C=C(C=C(C1)NS(=O)(=O)C)NC(=O)C=1SC=C(C1)C1=C(C=CC=C1F)F